C1(CC1)C1=NC=CC=C1C=O 2-CYCLOPROPYL-3-PYRIDINECARBOXALDEHYDE